4-(4-aminophenyl)-3-methyl-4-oxobutanoic acid NC1=CC=C(C=C1)C(C(CC(=O)O)C)=O